C(=C)(C)C=1C=C(C(C)(C)NC(=O)OC(C(=O)O)C)C=CC1 2-O-(3-isopropenyl-α,α-dimethylbenzylaminocarbonyl)-lactic acid